dibromonickel(II) Br[Ni]Br